C12=CC=C(C3=CC4=CC=CC=C4C=C13)C(=O)OC2=O anthracene-1,4-dicarboxylic anhydride